ClCC1=CC=C(C=C1)N1C(=NC=2C1=NC(=CC2)C2=CC=NC=C2)C=2C(=NC=CC2)N 3-(3-(4-(Chloromethyl)phenyl)-5-(pyridin-4-yl)-3H-imidazo[4,5-b]pyridin-2-yl)pyridin-2-amine